4-(cyclohexylamino)-2-((2-ethoxy-4-(1-methyl-1H-pyrazol-5-yl)phenyl)amino)-7H-pyrrolo[2,3-d]pyrimidine-5-carbonitrile C1(CCCCC1)NC=1C2=C(N=C(N1)NC1=C(C=C(C=C1)C1=CC=NN1C)OCC)NC=C2C#N